(2-ethoxy-3-pyridyl)-3-isopropyl-1-methyl-N-(2-pyridylmethyl)pyrazolo[3,4-b]pyridin-4-amine C(C)OC1=NC=CC=C1C1=C(C2=C(N=C1)N(N=C2C(C)C)C)NCC2=NC=CC=C2